C1(=CC=CC=C1)C(N(C(=S)SSC(=S)N(C)C)C)C1=CC=CC=C1 diphenyl-tetramethylthiuram disulfide